8-Bromo-4,4-dideutero-2H-1,3-benzoxazine-3-carboxylic acid tert-butyl ester C(C)(C)(C)OC(=O)N1COC2=C(C1([2H])[2H])C=CC=C2Br